4-((2,4-bis(benzyloxy)-5-isopropyl-N-propylbenzamido)methyl)benzoic acid C(C1=CC=CC=C1)OC1=C(C(=O)N(CCC)CC2=CC=C(C(=O)O)C=C2)C=C(C(=C1)OCC1=CC=CC=C1)C(C)C